NCCNC1=C(C=CC(=C1)OC)[N+](=O)[O-] 1-β-aminoethylamino-5-methoxy-2-nitrobenzene